N1C(=NC2=C1C=CC=C2)CNCCC=2SC=C(N2)C(=O)NCC2=C(C=CC=C2)F 2-{2-[(1H-1,3-Benzodiazol-2-ylmethyl)amino]ethyl}-N-[(2-fluorophenyl)methyl]-1,3-thiazole-4-carboxamide